BrC=1C=CC=2N(C3=CC=C(C=C3C2C1)S(=O)(=O)C)CC(CNC1=CC=CC=C1)O 1-(3-bromo-6-methanesulfonyl-9H-carbazol-9-yl)-3-(phenylamino)propan-2-ol